OC1=CC=C(C=C1)C(C)(C)C1=CC=C(C=C1)O Bis-(4-hydroxy-phenyl)-propan